2-(4-chlorophenyl)-3-(4-(5-methyl-7-oxo-5,6,7,8-tetrahydropteridin-4-yl)piperazin-1-yl)-3-oxopropyl-(isopropyl)carbamic acid tert-butyl ester C(C)(C)(C)OC(N(C(C)C)CC(C(=O)N1CCN(CC1)C1=NC=NC=2NC(CN(C12)C)=O)C1=CC=C(C=C1)Cl)=O